N-(6-(5-(methoxymethyl)-1,2,4-oxadiazol-3-yl)-2,3-dihydrobenzofuran-3-yl)-1,3-dimethyl-1H-pyrazole-5-carboxamide COCC1=NC(=NO1)C1=CC2=C(C(CO2)NC(=O)C2=CC(=NN2C)C)C=C1